[K].C1=CC=C2C=CC=C3C4=CC=CC5=CC=CC(C1=C23)=C45 perylene potassium